1-(5-{[(5-Chlorothiophen-2-yl)methyl]amino}-3-(pyrrolidin-3-yl)-1H-pyrazol-1-yl)-2,2-dimethylpropan-1-on ClC1=CC=C(S1)CNC1=CC(=NN1C(C(C)(C)C)=O)C1CNCC1